22-Chloro-5,7,12-trifluoro-2,2-dioxo-20-oxa-2λ6-thia-3,11,19-triazapentacyclo[16.5.2.14,8.09,14.021,25]hexacosa-1(23),4(26),5,7,9(14),10,12,18,21,24-decaen-23-ol ClC1=C2ON=C3CCCC=4C=C(N=CC4C4=C(C=C(C(NS(C(=C1O)C=C23)(=O)=O)=C4)F)F)F